N-(2-(Azetidin-3-yl)-2-phenylpropyl)-2,5-bis(trifluoromethyl)pyrazolo[1,5-a]pyrimidin-7-amine N1CC(C1)C(CNC1=CC(=NC=2N1N=C(C2)C(F)(F)F)C(F)(F)F)(C)C2=CC=CC=C2